C(C1=CC=CC=C1)OC(=O)N1CC(CCC1)(C(=O)O)C(F)F 1-[(benzyloxy)carbonyl]-3-(difluoromethyl)piperidine-3-carboxylic acid